FC(OC1=CC=C(C=C1)C1=CN=C2N1C=CN=C2NC2=CC=C(C=C2)NC(C)=O)F N-[4-[[3-[4-(difluoromethoxy)phenyl]imidazo[1,2-a]pyrazin-8-yl]amino]phenyl]acetamide